CN(C(CCC(=O)OC1CC(CCC1C(C)C)C)=O)C menthyl N,N-dimethylsuccinamate